(S)-2-(5-(4-((1-(3-(1,1-difluoroethyl)-2-fluorophenyl)ethyl)amino)-2-methylquinazolin-6-yl)-2-methoxyphenyl)-N,N-dimethylacetamide formate C(=O)O.FC(C)(F)C=1C(=C(C=CC1)[C@H](C)NC1=NC(=NC2=CC=C(C=C12)C=1C=CC(=C(C1)CC(=O)N(C)C)OC)C)F